2-(5-((1R,4R,7R)-7-amino-2-azabicyclo[2.2.1]heptane-2-carbonyl)-7-methoxy-1-methyl-1H-benzo[d]imidazol-2-yl-1-(cyclopropylmethyl)-1H-indol-7-yl)-N-methylcyclobutane-1-carboxamide N[C@H]1[C@@H]2N(C[C@H]1CC2)C(=O)C2=CC1=C(N(C(=N1)C=1N(C3=C(C=CC=C3C1)C1C(CC1)C(=O)NC)CC1CC1)C)C(=C2)OC